CN(CC[C@@H](C)NC(=O)C1=CC2=CC=CC(=C2C=C1)C1=CC=C(C=C1)C(F)(F)F)C N-[(1R)-3-(dimethylamino)-1-methyl-propyl]-5-[4-(trifluoromethyl)phenyl]naphthalene-2-carboxamide